C[C@@H]1CN(C(=CC1)C1=CC2=CN(N=C2C=C1)C)C(=O)OC(C)(C)C tert-butyl (3S)-3-methyl-6-(2-methylindazol-5-yl)-3,4-dihydro-2H-pyridine-1-carboxylate